N(=[N+]=[N-])C1=CC=C(C[C@H](NC)C(=O)O)C=C1 p-azido-methyl-phenylalanine